NCC1=CN=C(S1)NC(OC(C)(C)C)=O tert-butyl N-[5-(aminomethyl)thiazol-2-yl]carbamate